7-bromo-5-chloro-[1,2,4]triazolo[4,3-c]quinazoline BrC1=CC=CC=2C=3N(C(=NC12)Cl)C=NN3